C[Si](C1C(=CC2=C(C=CC=C12)C1=CC=C(C=C1)C(C)(C)C)C)(C1C(=CC(=C1)C)C)C dimethyl-2,4-dimethylcyclopentadienyl-2-methyl-4-(4'-tert-butylphenyl)indenyl-silane